OC1CC(NC1)C(=O)N[C@@H](CN1CCOCC1)C1=CC=C(C=C1)C1=C(N=CS1)C 4-hydroxy-N-((R)-1-(4-(4-methylthiazol-5-yl)phenyl)-2-morpholinoethyl)pyrrolidine-2-carboxamide